[I-].C(C)(C)(C)OC(=O)N1C(CC(CC1)OC1=CC=[N+](C=C1)C)(C)C 4-(1-(t-butoxycarbonyl)-2,2-dimethylpiperidin-4-yloxy)-1-methylpyridinium iodide